CN([C@@H]1CC[C@H](CC1)C1(OC=2C(=C(C=3CCNC(C3C2C)=O)C=2OC=CC2)O1)C)C 2-(trans-4-(dimethylamino)cyclohexyl)-9-(furan-2-yl)-2,4-dimethyl-7,8-dihydro-[1,3]dioxolo[4,5-g]isoquinolin-5(6H)-one